C(CC)N1CCOCC1 N-Propylmorpholin